FC(C(C(C(C(C(C(C(F)(F)F)(F)F)(F)F)(F)F)(F)F)(F)F)(F)F)(F)Br perfluorooctyl bromide